C(C)(C)(C)N1N=C(C(=C1NC1=NC(=CC=C1)C(F)(F)F)C(=O)N)C1=CC(=C(C=C1)[N+](=O)[O-])OCC1=CC=C(C=C1)F 1-(tert-butyl)-3-(3-((4-fluorobenzyl)oxy)-4-nitrophenyl)-5-((6-(trifluoromethyl)pyridin-2-yl)amino)-1H-pyrazole-4-carboxamide